(2S,4R)-1-((S)-3,3-dimethyl-2-(7-oxoheptanamido)butanoyl)-4-hydroxy-N-((S)-1-(4-(4-methylthiazol-5-yl)phenyl)ethyl)pyrrolidine-2-carboxamide CC([C@@H](C(=O)N1[C@@H](C[C@H](C1)O)C(=O)N[C@@H](C)C1=CC=C(C=C1)C1=C(N=CS1)C)NC(CCCCCC=O)=O)(C)C